FC1=C(C(=CC(=C1F)B1OC(C(O1)(C)C)(C)C)F)O 2,3,6-trifluoro-4-(4,4,5,5-tetramethyl-1,3,2-dioxaborolan-2-yl)phenol